2-methoxymethoxy-6-methyl-benzoic acid methoxymethyl ester COCOC(C1=C(C=CC=C1C)OCOC)=O